(2H3)methoxypiperidin C(ON1CCCCC1)([2H])([2H])[2H]